NC1=C(C=C(C=C1)C=1C(CC(NN1)=O)C)Cl 6-(4-amino-3-chlorophenyl)-5-methyl-4,5-dihydropyridazin-3(2H)-one